(R)-2-((1-(3-chloro-2-cyano-7-methylquinolin-5-yl)ethyl)amino)benzoic acid ClC=1C(=NC2=CC(=CC(=C2C1)[C@@H](C)NC1=C(C(=O)O)C=CC=C1)C)C#N